FC1=C(C(=CC=C1)OC)C=1C=C2C(=NC1)C(=CN2C)C(=O)N 6-(2-fluoro-6-methoxyphenyl)-1-methyl-1H-pyrrolo[3,2-b]pyridine-3-carboxamide